1-methyl-1H-1,2,4-triazol-5(4H)-one CN1N=CNC1=O